n-decyldisulfide C(CCCCCCCCC)SSCCCCCCCCCC